CC1=C(OCC(=O)N2CCN(CC2)C(CCC2=CC=C(C=C2)C)=O)C=CC(=C1)C 1-[4-[2-(2,4-dimethylphenoxy)acetyl]-1-piperazinyl]-3-(4-methylphenyl)-1-Propanone